Cl.N1C=CC=C1.[In] indium Azole hydrochloride